(S)-5-fluoro-2-methoxy-N-(6-(5-(trifluoromethyl)-6,7-dihydro-5H-pyrrolo[2,1-c][1,2,4]triazol-3-yl)pyridin-2-yl)nicotinamide FC=1C=NC(=C(C(=O)NC2=NC(=CC=C2)C=2N3C(=NN2)CC[C@H]3C(F)(F)F)C1)OC